2-((7-(trifluoromethyl)quinolin-4-yl)oxy)ethylamine trifluoroacetate salt FC(C(=O)O)(F)F.FC(C1=CC=C2C(=CC=NC2=C1)OCCN)(F)F